ON=C1CCC(CC1)OC=1C(=CC(=NC1)C)C1=CC=2N(C=C1)N=C(C2)NC(=O)C2CC2 N-[5-[5-(4-hydroxyiminocyclohexoxy)-2-methyl-4-pyridyl]pyrazolo[1,5-a]pyridin-2-yl]cyclopropanecarboxamide